N-(2'-chloro-3'-(5-(((1-hydroxypropan-2-yl)amino)methyl)-6-methoxypyridin-2-yl)-2-methyl-[1,1'-biphenyl]-3-yl)-1,3-dimethyl-2,4-dioxo-1,2,3,4-tetrahydropyrimidine-5-carboxamide ClC1=C(C=CC=C1C1=NC(=C(C=C1)CNC(CO)C)OC)C1=C(C(=CC=C1)NC(=O)C=1C(N(C(N(C1)C)=O)C)=O)C